N1=CC=C(C=C1)C1OCCN(C1)C1=NC2=CC(=NC=C2C=C1)CNC(C1=CC=CC=C1)=O N-((2-(2-(pyridin-4-yl)morpholino)-1,6-naphthyridin-7-yl)methyl)benzamide